NC1=NC=C(C=2N=C(N=CC21)NC2CCC(CC2)OC)C2=C(C=CC=C2)S(=O)(=O)N(C)C (5-amino-2-(((1R,4R)-4-methoxycyclohexyl)amino)pyrido[4,3-d]pyrimidin-8-yl)-N,N-dimethylbenzenesulfonamide